1,6-bis(3-aminophenoxy)hexane NC=1C=C(OCCCCCCOC2=CC(=CC=C2)N)C=CC1